C(C)(C)(C)OC(C[C@H]1C(N([C@@H](C1)C(=O)N1[C@@H](CC(C1)(F)F)C(N)=O)C(=O)OC(C)(C)C)=O)=O tert-butyl (3S,5S)-3-(2-(tert-butoxy)-2-oxoethyl)-5-((S)-2-carbamoyl-4,4-difluoropyrrolidine-1-carbonyl)-2-oxopyrrolidine-1-carboxylate